1-[2-(azetidin-1-yl)-2-oxo-ethyl]-3-methyl-6-[2-(trifluoromethyl)-3-thienyl]imidazo[4,5-b]pyridin-2-one N1(CCC1)C(CN1C(N(C2=NC=C(C=C21)C2=C(SC=C2)C(F)(F)F)C)=O)=O